2-Nitro-5-fluoroanisole tert-butyl-4-(3-((3-(2,6-bis(benzyloxy)pyridin-3-yl)-1-methyl-1H-indazol-6-yl)oxy)propyl)piperazine-1-carboxylate C(C)(C)(C)OC(=O)N1CCN(CC1)CCCOC1=CC=C2C(=NN(C2=C1)C)C=1C(=NC(=CC1)OCC1=CC=CC=C1)OCC1=CC=CC=C1.[N+](=O)([O-])C1=C(C=C(C=C1)F)OC